C(C)(=O)OC1CC(C1)N1C(=NC=2C1=NC=CN2)C(F)(F)F (1s,3s)-3-(2-(trifluoromethyl)-1H-imidazo[4,5-b]pyrazin-1-yl)cyclobutyl acetate